OC(COC=1C=C(C=2N(C1)N=CC2C#N)C=2C=NC(=CC2)N2CC1N(C(C2)C1)CC=1C=NC(=NC1)OC)(C)C 6-(2-hydroxy-2-methylpropoxy)-4-(6-(6-((2-methoxypyrimidin-5-yl)methyl)-3,6-diazabicyclo[3.1.1]heptan-3-yl)pyridin-3-yl)pyrazolo[1,5-a]pyridine-3-carbonitrile